ethyl (S)-2-(tert-butoxy)-2-(7-(4-chlorophenyl)-5-methyl-2-(1-methyl-3-(piperidin-4-yl)-1H-pyrazolo[3,4-b]pyridin-5-yl)benzo[d]thiazol-6-yl)acetate C(C)(C)(C)O[C@H](C(=O)OCC)C1=C(C2=C(N=C(S2)C=2C=C3C(=NC2)N(N=C3C3CCNCC3)C)C=C1C)C1=CC=C(C=C1)Cl